ClC=1C=C2CCN(C2=CC1)C(=O)C=1N=CC=2N(C1)C(=CN2)C2=CC=C(C=C2)NC(C)=O N-[4-[6-(5-chloroindoline-1-carbonyl)imidazo[1,2-a]pyrazin-3-yl]phenyl]acetamide